2-(2,3-dihydrobenzo[b][1,4]dioxin-2-yl-6-d)-4,5-dihydro-1H-imidazole-4,4,5-d3 O1C2=C(OCC1C=1NC(C(N1)([2H])[2H])[2H])C=C(C=C2)[2H]